3-amino-3-{[1-methoxy-1-oxo-3-(propan-2-ylsulfanyl)propan-2-yl]carbamoyl}propanoic acid NC(CC(=O)O)C(NC(C(=O)OC)CSC(C)C)=O